NC=1C(=CC(=NC1C)CO)C (5-amino-4,6-dimethylpyridin-2-yl)methanol